C1NCC12CN(CC2)C(=O)OCC2=CC=CC=C2 benzyl 2,6-diazaspiro[3.4]octane-6-carboxylate